CC(CCC=CC=CCCCI)=C 10-methyl-4,6,10-undecatrienyl iodide